C(C1=CC=CC=C1)OC1=C2C[C@H](N(CC2=CC=C1OC)C=1OC2=C(N1)C=CC(=C2)C(C)C)C(=O)O (S)-5-(benzyloxy)-2-(6-isopropylbenzo[d]oxazol-2-yl)-6-methoxy-1,2,3,4-tetra-hydroisoquinoline-3-carboxylic acid